2-((4-fluoro-3-(trifluoromethyl)benzyl)oxy)-5-nitrobenzaldehyde FC1=C(C=C(COC2=C(C=O)C=C(C=C2)[N+](=O)[O-])C=C1)C(F)(F)F